CC(C=C)(OCC(COC(C=C)(C)C)O)C 1,3-bis(1,1-dimethylallyloxy)-2-propanol